C(=O)C=1N(C(N(C1)C1=CC(=C(C=N1)C#N)C)=O)C 6-(4-formyl-3-methyl-2-oxo-2,3-dihydro-1H-imidazol-1-yl)-4-methylpyridine-3-carbonitrile